FC1(CCC(CC1)/C=C/C=1C=CC(=C(C1)NC(=O)C1NC(NC1)=O)OC)F (E)-N-(5-(2-(4,4-Difluorocyclohexyl)vinyl)-2-methoxyphenyl)-2-oxo-imidazolidine-4-carboxamide